O.OC=1C=C(C(=O)O)C=CC1O 3,4-dihydroxybenzoic acid monohydrate